(50R,51R)-di-tert-butyl-50,51-diamino-17,33,49,52,68,84-hexaoxo-4,7,10,13,20,23,26,29,36,39,42,45,56,59,62,65,72,75,78,81,88,91,94,97-tetracosaoxa-16,32,48,53,69,85-hexaazahectane C(C)(C)(C)C(CCOCCOCCOCCOCCNC(CCOCCOCCOCCOCCNC(CCOCCOCCOCCOCCNC([C@@H]([C@H](C(NCCOCCOCCOCCOCCC(NCCOCCOCCOCCOCCC(NCCOCCOCCOCCOCCC)=O)=O)=O)N)N)=O)=O)=O)C(C)(C)C